ClC=1C(=NC2=CC=CC=C2N1)NC1[C@H]2CN(C[C@@H]12)C(=O)OC(C)(C)C tert-butyl (1S,5R)-6-[(3-chloroquinoxalin-2-yl)amino]-3-azabicyclo[3.1.0]hexane-3-carboxylate